6-((trimethylsilyl)ethynyl)pyrido[2,3-d]pyrimidin-7(8H)-one C[Si](C)(C)C#CC1=CC2=C(N=CN=C2)NC1=O